(1R,4R)-4-((5-(1-(2,2-difluoroethyl)-2-methyl-1H-benzo[d]imidazol-6-yl)-6-fluoro-4-methoxypyrrolo[2,1-f][1,2,4]triazin-2-yl)amino)-1-methylcyclohexan-1-ol FC(CN1C(=NC2=C1C=C(C=C2)C=2C(=CN1N=C(N=C(C12)OC)NC1CCC(CC1)(O)C)F)C)F